C(C)(C)(C)C1=CN=C(O1)CSC1=CN=C(S1)NC(=O)C1CN(CCC1)C(=O)C1=CC=C(C=C1)NC(OC(C)(C)C)=O tert-butyl (4-(3-((5-(((5-(tert-butyl)oxazol-2-yl)methyl)thio)thiazol-2-yl)carbamoyl)piperidine-1-carbonyl)phenyl)carbamate